C(C1=CC=CC=C1)NC=1N=CC2=C(N1)NC=C2 N-benzyl-7H-pyrrolo[2,3-d]pyrimidin-2-amine